1,2-bisarachidyl-sn-glycerol C(CCCCCCCCCCCCCCCCCCC)OC[C@@H](OCCCCCCCCCCCCCCCCCCCC)CO